N1=C(C=CC=C1)C(=N)N pyridine-2-formamidine